2-(3-butyl-2-methyl-7-(methylthio)-1,1-dioxido-5-phenyl-2,3,4,5-tetrahydrobenzo[f][1,2,5]thiadiazepin-8-yl)acetonitrile C(CCC)C1N(S(C2=C(N(C1)C1=CC=CC=C1)C=C(C(=C2)CC#N)SC)(=O)=O)C